Cl.C(C)OC(CC(C)(C)N)=O 3-amino-3-methyl-butanoic acid ethyl ester hydrochloride